FC(C=1C=C(CC2(CC=NO2)C(=O)N)C=CC1)(F)F 5-(3-(trifluoromethyl)benzyl)-4,5-Dihydroisoxazole-5-carboxamide